tert-butyl 3-[7-bromo-2-[[1-[3-(3-tert-butoxy-3-oxo-propoxy)propyl]pyrrolidin-2-yl]methoxy]-6-chloro-8-fluoro-quinazolin-4-yl]-3,8-diazabicyclo[3.2.1]octane-8-carboxylate BrC1=C(C=C2C(=NC(=NC2=C1F)OCC1N(CCC1)CCCOCCC(=O)OC(C)(C)C)N1CC2CCC(C1)N2C(=O)OC(C)(C)C)Cl